5-(1-{2-(2-fluoro-5-hydroxybenzoyl)-2-aza-6-spiro[3.3]heptyl}-5-(trifluoromethyl)-3-pyrazolyl)-2(1H)-pyridinone FC1=C(C(=O)N2CC3(C2)CC(C3)N3N=C(C=C3C(F)(F)F)C=3C=CC(NC3)=O)C=C(C=C1)O